tert-butyl (R)-4-(4-aminophenyl)-2-(hydroxymethyl)piperazine-1-carboxylate NC1=CC=C(C=C1)N1C[C@@H](N(CC1)C(=O)OC(C)(C)C)CO